C(C)(C)(C)C1=CC=C(C=C1)C(=O)NCC1=NC=C(N1)C1CN(C1)C(=O)OC(C)(C)C tert-butyl 3-(2-{[(4-tert-butylphenyl)formamido]methyl}-3H-imidazol-4-yl)azetidine-1-carboxylate